tetraxylyl-bisphenol A diphosphate OP(O)(=O)OP(=O)(O)O.C1(=C(C(=CC=C1)C)C)C1=C(C(=C(C(=C1O)C1=C(C(=CC=C1)C)C)C1=C(C(=CC=C1)C)C)C(C)(C)C1=CC=C(C=C1)O)C1=C(C(=CC=C1)C)C